C1(CC1)C1=C(C=NC2=CC(=CN=C12)C)NC1=CC=C(C=C1)[C@@H](C(F)(F)F)N(C(=O)C1CCS(CC1)(=O)=O)C (S)-N-(1-(4-((4-cyclopropyl-7-methyl-1,5-naphthyridin-3-yl)amino)phenyl)-2,2,2-trifluoroethyl)-N-methyltetrahydro-2H-thiopyran-4-carboxamide 1,1-dioxide